C1(=CC=CC=C1)C1CCC=2C1=NN(C2)C=2C=C(C=NC2)C#CC=2C=CC(=NC2)N 5-((5-(6-phenyl-5,6-dihydrocyclopenta[c]pyrazol-2(4H)-yl)pyridin-3-yl)ethynyl)pyridine-2-amine